(S)-1'-(8-((3-chloro-2-((methyl-d2)amino)pyridin-4-yl)thio)-7-methylimidazo[1,2-c]pyrimidin-5-yl)-5,7-dihydrospiro[cyclopenta[b]pyridine-6,4'-piperidin]-5-amine ClC=1C(=NC=CC1SC=1C=2N(C(=NC1C)N1CCC3(CC1)[C@@H](C=1C(=NC=CC1)C3)N)C=CN2)NC([2H])[2H]